C(#N)CC1CC(C1)(C1=NN=CN1C)C=1C=C(C=CC1)NC(=O)C=1C=2N(C=C(C1)CNC1(CC1)C)C(=CN2)F N-(3-((1s,3s)-3-(cyanomethyl)-1-(4-methyl-4H-1,2,4-triazol-3-yl)cyclobutyl)phenyl)-3-fluoro-6-(((1-methylcyclopropyl)amino)methyl)imidazo[1,2-a]pyridine-8-carboxamide